N1=CC=C2C1=CC=C2 CYCLOPENTAPYRROLE